2-(6-bromobenzo[b]selenophen-3-yl)ethan-1-amine BrC=1C=CC2=C([Se]C=C2CCN)C1